[(1S)-1-[[(3-Amino-3-oxopropyl)(2-fluoroacetyl)amino]carbamoyl]3-methyl-butyl]1H-indole-2-carboxamide NC(CCN(C(CF)=O)NC(=O)[C@H](CC(C)C)N1C(=CC2=CC=CC=C12)C(=O)N)=O